FLUOROMALONALDEHYDE FC(C=O)C=O